Cl.Cl.N(=NC(C)(C)C=1NCCN1)C(C)(C)C=1NCCN1 2,2'-azobis[2-(2-imidazolin-2-yl)propan] dihydrochloride